N-(2-(5-isopropyl-1,4-diazepan-1-yl)-5-methoxypyrimidin-4-yl)-1H-indazol-5-amine C(C)(C)C1NCCN(CC1)C1=NC=C(C(=N1)NC=1C=C2C=NNC2=CC1)OC